N-{4-[2-(2-chloro-3-fluorophenyl)acetamido]pyridin-2-yl}-N-[2-fluoro-4-(trifluoromethyl)phenyl]acetamide ClC1=C(C=CC=C1F)CC(=O)NC1=CC(=NC=C1)N(C(C)=O)C1=C(C=C(C=C1)C(F)(F)F)F